C(C)(C)(C)OOC(CCCCCCC)(CCC(CCCCCCC)(C)OOC(C)(C)C)C 8,11-bis(t-butyl-peroxy)-8,11-dimethyloctadecane